CS(=O)(=O)OC1(CN(C1)C1=NC=C(C=C1C#N)C1=NN(C2=CC(=C(C=C12)O[C@H](C)C1=C(C=NC=C1Cl)Cl)OC)C1OCCCC1)C [1-[3-cyano-5-[5-[(1R)-1-(3,5-dichloro-4-pyridyl)ethoxy]-6-methoxy-1-tetrahydropyran-2-yl-indazol-3-yl]-2-pyridyl]-3-methyl-azetidin-3-yl] methanesulfonate